N=1C=CC2=CC(CN=CC21)=O pyrrolo[3,2-e]azepin-5(6H)-one